5-methoxyaminomethyl-2-thiouracil Ethyl-6-fluoro-4-carbonyl-1-(tetrahydrofuran-3-yl)-1,4-dihydroquinoline-2-carboxylate C(C)C1=C(N(C2=CC=C(C=C2C1=C=O)F)C1COCC1)C(=O)O.CONCC=1C(NC(NC1)=S)=O